C(C1=CC=CC=C1)(C1=CC=CC=C1)(C1=CC=CC=C1)N1C=NC(=C1)CCCN 3-(1-trityl-1H-imidazol-4-yl)propan-1-amine